2-((1H-indol-3-yl)carbamoyl)-1,2,3,4-tetrahydroisoquinoline-8-carboxylic acid methyl ester COC(=O)C=1C=CC=C2CCN(CC12)C(NC1=CNC2=CC=CC=C12)=O